Cl.COC=1C=C(C=CC1)C(CN1CCN(CC1)C=1C=C(C=CC1)C)=O 1-(3-methoxyphenyl)-2-(4-(m-tolyl)piperazin-1-yl)ethan-1-one hydrochloride